CNC=1N=CC(=C2C=C(N=CC12)NC(=O)C1CC1)C1=NN2C(C=CC(=C2)N2C[C@H](OCC2)C)=N1 (R)-N-(8-(methylamino)-5-(6-(2-methylmorpholino)-[1,2,4]triazolo[1,5-a]pyridin-2-yl)-2,7-naphthyridin-3-yl)cyclopropanecarboxamide